tert-butyl (S)-3-(4-(pyrazin-2-yl)-1,2,3,4-tetrahydroquinoxaline-1-carboxamido)pyrrolidine-1-carboxylate N1=C(C=NC=C1)N1CCN(C2=CC=CC=C12)C(=O)N[C@@H]1CN(CC1)C(=O)OC(C)(C)C